DL-erythritol C([C@H](O)[C@H](O)CO)O |r|